CC1=NC=CC=C1OCCN(CC[C@@H](C(=O)O)NC1=NC(=CN=C1)C1=CC=NC=C1)CCCCC1=NC=2NCCCC2C=C1 (S)-4-((2-((2-methylpyridin-3-yl)oxy)ethyl)(4-(5,6,7,8-tetrahydro-1,8-naphthyridin-2-yl)butyl)amino)-2-((6-(pyridin-4-yl)pyrazin-2-yl)amino)butanoic acid